4-cyano-4-(dodecylmercaptocarbonyl)sulfanylpentanol C(#N)C(CCCO)(C)SC(=O)SCCCCCCCCCCCC